3-[4-(carboxymethoxy)-3-methoxyphenyl]acrylic acid C(=O)(O)COC1=C(C=C(C=C1)C=CC(=O)O)OC